C(=O)OC1=C(C=CC(=C1)C(F)(F)F)C=1N=NC(=C2C1C=NC=C2)NC2CN(CCCC2)C 2-{1-[(1-methylazepan-3-yl)amino]pyrido[3,4-d]pyridazin-4-yl}-5-(trifluoromethyl)phenol formate